(1-(5-((S)-4-phenyl-3,4-dihydro-1H-benzo[4,5]imidazo[2,1-c][1,4]oxazin-7-yl)pyrimidin-2-yl)piperidin-3-yl)methanol C1(=CC=CC=C1)[C@@H]1N2C(COC1)=NC1=C2C=C(C=C1)C=1C=NC(=NC1)N1CC(CCC1)CO